BrC1=CN(C2=C(C=CC=C12)I)C=1C=CC=C2C=CNC12 3-bromo-7-iodo-1'H-1,7'-biindole